3,4-dichloro-1-methyl-1H-pyrazolo[3,4-d]pyrimidine ClC1=NN(C2=NC=NC(=C21)Cl)C